Decane-1,8-dicarboxylate C(CCCCCCC(CC)C(=O)[O-])C(=O)[O-]